2-Fluoro-N-((S)-2-((6-carbonyl-5-(trifluoromethyl)-1,6-dihydropyridazin-4-yl)amino)propoxy)-2-(1-(5-(trifluoroMethyl)pyrimidin-2-yl)-1,2,3,6-tetrahydropyridin-4-yl)acetamide FC(C(=O)NOC[C@H](C)NC=1C=NNC(C1C(F)(F)F)=C=O)C=1CCN(CC1)C1=NC=C(C=N1)C(F)(F)F